N1(N=NC=C1)C1=CC=C(COC2=C(C=CC(=N2)C2=CC(=C(CC3=NC4=C(N3[C@@H]3COCC3(C)C)C=C(C=C4F)C(=O)O)C=C2F)F)F)C=C1 (S)-2-(4-(6-((4-(1H-1,2,3-triazol-1-yl)benzyl)oxy)-5-fluoropyridin-2-yl)-2,5-difluorobenzyl)-1-(4,4-dimethyltetrahydrofuran-3-yl)-4-fluoro-1H-benzo[d]imidazole-6-carboxylic acid